O=C1N(CC2=CC(=CC=C12)OC1C(CCCC1)N1CC(C1)C1=CC=NC2=CC=CC=C12)C1C(NC(CC1)=O)=O 3-(1-oxo-5-((2-(3-(quinolin-4-yl)azetidin-1-yl)cyclohex-yl)oxy)isoindolin-2-yl)piperidine-2,6-dione